2-Amino-3-(3-iodophenyl)propanoic acid NC(C(=O)O)CC1=CC(=CC=C1)I